NC[C@@H]1[C@H]([C@H]([C@@H](C1)N1C=C2C=3C(=NC=NC13)NCCCC2)O)O (1S,2R,3R,5R)-3-(aminomethyl)-5-(7,8,9,10-tetrahydro-2,3,5,6-tetraazacycloocta[cd]inden-2(6H)-yl)cyclopentane-1,2-diol